(Z)-2-(benzo[d]thiazol-6-yl-(benzyl)amino)-5-(benzo[d]thiazol-6-ylmethylene)-3,5-dihydro-4H-imidazol-4-one S1C=NC2=C1C=C(C=C2)N(C2=N\C(\C(N2)=O)=C/C2=CC1=C(N=CS1)C=C2)CC2=CC=CC=C2